methyl 2-(4-((s)-2-((S)-2-amino-3-methylbutanamido)-5-ureidopentanamido)phenyl)-2-hydroxyacetate N[C@H](C(=O)N[C@H](C(=O)NC1=CC=C(C=C1)C(C(=O)OC)O)CCCNC(=O)N)C(C)C